NC1=C(C(=NN1C1(CC1)C)C1=NC=C(C=C1)B1OC(C(O1)(C)C)(C)C)C#N 5-Amino-1-(1-methylcyclopropyl)-3-[5-(4,4,5,5-tetramethyl-1,3,2-dioxaborolan-2-yl)pyridin-2-yl]pyrazole-4-carbonitrile